Ethyl 2-[(3S)-3-[2-[5-[(4,6-difluoro-1H-indol-5-yl)oxy]-2-fluoro-phenyl]-1H-imidazol-5-yl]-3-methyl-2H-benzofuran-7-yl]acetate FC1=C2C=CNC2=CC(=C1OC=1C=CC(=C(C1)C=1NC(=CN1)[C@]1(COC2=C1C=CC=C2CC(=O)OCC)C)F)F